C(C1=CC=CC=C1)OC(CCC=C)(C(F)(F)F)C1=NN=C(O1)C1=NC(=C(C=C1N(C(OC(C)(C)C)=O)C(=O)OC(C)(C)C)C(F)(F)F)Br tert-Butyl N-[2-[5-[1-benzyloxy-1-(trifluoromethyl)pent-4-enyl]-1,3,4-oxadiazol-2-yl]-6-bromo-5-(trifluoromethyl)-3-pyridyl]-N-tert-butoxycarbonyl-carbamate